chloro-N-methyl-5-(1-methyl-1H-1,2,3-triazol-4-yl)pyridin-4-amine ClC1=NC=C(C(=C1)NC)C=1N=NN(C1)C